(3-bromo-4-chloro-5,6-difluoro-9H-pyrido[2,3-b]indol-8-yl)(methyl)carbamic acid tert-butyl ester C(C)(C)(C)OC(N(C)C=1C=C(C(=C2C3=C(NC12)N=CC(=C3Cl)Br)F)F)=O